(2s,4s)-4-(aminomethyl)-4-fluoropyrrolidine-1,2-dicarboxylic acid 2-benzyl ester 1-tert-butyl ester C(C)(C)(C)OC(=O)N1[C@@H](C[C@](C1)(F)CN)C(=O)OCC1=CC=CC=C1